(4-oxo-1,4-dihydroquinolin-7-yl)boronic acid O=C1C=CNC2=CC(=CC=C12)B(O)O